ethyl-1-(4-(2-(4-chlorophenyl)propan-2-yl)phenyl)-5-methyl-1H-pyrazole-3-carboxamide C(C)C=1C(=NN(C1C)C1=CC=C(C=C1)C(C)(C)C1=CC=C(C=C1)Cl)C(=O)N